butyladamantanedicarboxylic acid C(CCC)C1(C2(CC3CC(CC1C3)C2)C(=O)O)C(=O)O